C(C1=CC=CC=C1)OC1=C(C=CC=C1F)C1=CC(=CC=C1C(F)(F)F)C[C@]1(C[C@H](CC1)NS(=O)(=O)C)C=1OC=C(N1)CCl N-((1S,3R)-3-((2'-(benzyloxy)-3'-fluoro-6-(trifluoromethyl)-[1,1'-biphenyl]-3-yl)methyl)-3-(4-(chloromethyl)oxazol-2-yl)cyclopentyl)methanesulfonamide